NC[C@@H](C1=CC(=CC=C1)Cl)NC(=O)C=1N=CN(C1)C1=NC(=NC=C1C)NC1CCOCC1 |r| Racemic-N-(2-amino-1-(3-chlorophenyl)ethyl)-1-(5-methyl-2-((tetrahydro-2H-pyran-4-yl)amino)-pyrimidin-4-yl)-1H-imidazole-4-amide